ClC[C@H](COC1=CC=C(C=C1)C(C)(C)C1=CC=C(C=C1)OC[C@@H](CN1CCNCC1)O)O (S)-1-chloro-3-(4-(2-(4-((R)-2-hydroxy-3-(piperazin-1-yl)propoxy)phenyl)propan-2-yl)phenoxy)propan-2-ol